N-((2S,3S)-2-(3-bromo-2-fluorobenzyl)-1-(2-hydroxy-2-methylpropanoyl)pyrrolidin-3-yl)cyclopropanesulfonamide BrC=1C(=C(C[C@@H]2N(CC[C@@H]2NS(=O)(=O)C2CC2)C(C(C)(C)O)=O)C=CC1)F